COC=1C=C(C=CC1)C1(OC(=C(C1=O)O[Si](C)(C)C)N)C 2-(3-methoxyphenyl)-2-methyl-4-trimethylsiloxy-5-amino-3(2H)-furanone